(2S,5r,z)-3-(2-hydroxyethylidene)-7-keto-4-oxa-1-azabicyclo[3.2.0]heptane-2-carboxylic acid OC\C=C/1\[C@H](N2C(C[C@H]2O1)=O)C(=O)O